4,6-dichloro-5-(2-(difluoromethoxy)phenyl)-2-(4-(methylsulfonyl)benzyl)-1H-benzo[d]imidazole ClC1=C(C(=CC=2NC(=NC21)CC2=CC=C(C=C2)S(=O)(=O)C)Cl)C2=C(C=CC=C2)OC(F)F